tert-butyl (R)-(((tert-butoxycarbonyl)amino)(3-(3-(6-((2,5-dibromophenyl)amino)pyridin-3-yl)-1,2,4-oxadiazol-5-yl)pyrrolidin-1-yl)methylene)carbamate C(C)(C)(C)OC(=O)NC(N1C[C@@H](CC1)C1=NC(=NO1)C=1C=NC(=CC1)NC1=C(C=CC(=C1)Br)Br)=NC(OC(C)(C)C)=O